BrC1=C(N)C(=CC=C1)OC1=C(C=CC=C1)C(C)C 2-bromo-6-(2-isopropylphenoxy)aniline